FC(C(=O)NCC(NC1=NC=C(C=N1)C1=NOC(=N1)C(F)(F)F)C1=CC=CC=C1)(F)F 2,2,2-trifluoro-N-[2-phenyl-2-[[5-[5-(trifluoromethyl)-1,2,4-oxadiazol-3-yl]pyrimidin-2-yl]amino]ethyl]acetamide